(2-methylprop-2-yl)(oxo)-λ4-sulfanamine CC(C)(C)S(N)=O